C1(CCC(CC1)C(C)(C)O)(CO)O trans-p-Menthane-1,7,8-triol